ClC=1C(=NC(=NC1)NC1=CC=C(C=C1)S(=O)(=O)NCCOC)N1CCOC2(CC2)C1 4-[(5-chloro-4-{4-oxa-7-azaspiro[2.5]octan-7-yl}pyrimidin-2-yl)amino]-N-(2-methoxyethyl)benzenesulfonamide